10-ethyl-phenothiazine 5,5-dioxide C(C)N1C2=CC=CC=C2S(C=2C=CC=CC12)(=O)=O